N1=C(N=CC=C1)NN pyrimidin-2-ylhydrazine